FC=1C(=C(C(=O)N)C=C(C1F)CC1=CC(=NC=C1)N=S(=O)(NC)C)NC1=C(C=C(C=C1)I)F 3,4-Difluoro-2-(2-fluoro-4-iodoanilino)-5-[[2-[[methyl-(methylamino)-oxo-λ6-sulfanylidene]amino]pyridin-4-yl]methyl]benzamide